CC(C)OC(N)=O Carbamic acid prop-2-yl ester